C(OCCC)OCCC 1,1'-[methylenebis(oxy)]dipropane